BrC=1C=C(C(=NC1OC(COCCC)C)C)C(N(C)CC)=N {5-bromo-2-methyl-6-[(1-propoxypropan-2-yl)oxy]pyridin-3-yl}-N-ethyl-N-methylimidoformamide